NC1=NC=2N(C(C=NC2C(=N1)Cl)=O)CCN1CCN(CC1)C1=CC=CC=C1 2-amino-4-chloro-8-(2-(4-phenylpiperazin-1-yl)ethyl)pteridine-7(8H)-one